BrC=1C=C(C=O)C=C(C1OS(=O)(=O)C1=CC(=CC=C1)Br)OC 3-bromo-5-methoxy-4-((3-bromophenyl)sulfonyloxy)benzaldehyde